CC(COC(C)CO)O bisPropylene glycol